4-Bromostyren BrC1=CC=C(C=C)C=C1